3-bromo-4-[2-(4-fluorophenyl)ethyl]-6-methyl-1-(pyridin-4-ylmethyl)pyridin-2(1H)-one BrC=1C(N(C(=CC1CCC1=CC=C(C=C1)F)C)CC1=CC=NC=C1)=O